N(=NC(C#N)(CC)C)C(C#N)(CC)C 2,2'-azo-bis(2-methylbutyronitrile)